tetraoctyl-phosphonium bis(2-ethylhexyl)phosphate C(C)C(COP(=O)(OCC(CCCC)CC)[O-])CCCC.C(CCCCCCC)[P+](CCCCCCCC)(CCCCCCCC)CCCCCCCC